ClC1=C(C=CC=C1)[C@H]1CC[C@H](N1C(C1=CN=C(C=C1)C1=CC=CC=C1)=O)C(=O)O (2S,5R)-5-(2-chlorophenyl)-1-(6-phenylnicotinoyl)pyrrolidine-2-carboxylic acid